C(C)(=O)C1CCN(CC1)C(=O)OCCCC Butyl 4-acetylpiperidine-1-carboxylate